FC1=C(C=C(C(=C1)C)C1=CC2=C(CN(C=N2)NC)N2C1=NCC2)C2=C(C(N(C(N2C(C)C)=O)C2=CC=C(C=C2)F)=O)C(=O)N (2-fluoro-4-methyl-5-(2-(methylamino)-8,9-dihydroimidazo[1',2':1,6]pyrido[2,3]pyrimidin-6-yl)phenyl)-3-(4-fluorophenyl)-1-isopropyl-2,4-dioxo-1,2,3,4-tetrahydropyrimidine-5-carboxamide